N-[3-(methylamino-phenyl-methylene)-2-oxo-2,3-dihydro-1H-indol-5-yl]-benzylsulfonamide CNC(=C1C(NC2=CC=C(C=C12)NS(=O)(=O)CC1=CC=CC=C1)=O)C1=CC=CC=C1